ClC=1C=C2C(N(C(C2=CC1)=O)CC1=CC2=C(NC(O2)=O)C=C1)C 6-((5-chloro-3-methyl-1-oxoisoindolin-2-yl)methyl)benzo[d]oxazol-2(3H)-one